3-Cyclohexyl-N-(2-cyclohexyl-4-(4-(trifluoromethyl)phenethyl)phenyl)propanamid C1(CCCCC1)CCC(=O)NC1=C(C=C(C=C1)CCC1=CC=C(C=C1)C(F)(F)F)C1CCCCC1